2,4-dichloro-phenol ClC1=C(C=CC(=C1)Cl)O